tert-butyl (4-bromo-2,6-difluorobenzyl)carbamate BrC1=CC(=C(CNC(OC(C)(C)C)=O)C(=C1)F)F